The molecule is a sesquiterpene lactone that is 3a,4,4a,5,6,7,7a,9a-octahydroazuleno[6,5-b]furan-2(3H)-one substituted by a hydroxy group at position 5, methyl groups at positions 5 and 8 and a methylidene group at position 3 (the 3aR,4aR,5S,7aR,9aS stereoisomer). It has been isolated from the aerial parts of Inula hupehensis. It has a role as a metabolite, an anti-inflammatory agent and a plant metabolite. It is a gamma-lactone, an organic heterotricyclic compound, a sesquiterpene lactone and a tertiary alcohol. CC1=C[C@H]2[C@H](C[C@@H]3[C@H]1CC[C@]3(C)O)C(=C)C(=O)O2